2-[2-chloro-6-(1-cyclopropylvinyl)-3-fluoropyridin-4-yl]Propan-2-ol ClC1=NC(=CC(=C1F)C(C)(C)O)C(=C)C1CC1